(R)-N-(5-(tert-butyl)-1-(4-oxaspiro[2.4]heptan-7-yl)-1H-pyrazol-3-yl)-7-chloro-1-methyl-6-(pyrazolo[1,5-a]pyrazin-3-yloxy)-1H-imidazo[4,5-b]pyridin-2-amine C(C)(C)(C)C1=CC(=NN1[C@@H]1CCOC12CC2)NC=2N(C=1C(=NC=C(C1Cl)OC=1C=NN3C1C=NC=C3)N2)C